2-(6-fluoro-1H-indol-4-yl)-6,7-dimethoxy-4-(piperidine-1-carbonyl)-1,2-dihydroisoquinolin-1-one FC1=CC(=C2C=CNC2=C1)N1C(C2=CC(=C(C=C2C(=C1)C(=O)N1CCCCC1)OC)OC)=O